NC/C=C/C(=O)O trans-4-Aminocrotonic acid